tert-butyl (trans-3-(2-amino-6-hydroxypyrimidin-4-yl)cyclobutyl)carbamate NC1=NC(=CC(=N1)[C@@H]1C[C@H](C1)NC(OC(C)(C)C)=O)O